ClC1=NC=C(C(=C1)C1(CCNCC1)NS(=O)(=O)C1=CC=C(C=C1)OC(F)(F)F)Cl N-(4-(2,5-dichloropyridin-4-yl)piperidin-4-yl)-4-(trifluoromethoxy)benzenesulfonamide